N1CCC=2C1=NC=CC2N2CC1COCC(C2)N1C(=O)OC(C)(C)C tert-butyl 7-(2,3-dihydro-1H-pyrrolo[2,3-b]pyridin-4-yl)-3-oxa-7,9-diazabicyclo[3.3.1]nonane-9-carboxylate